2-(4-amino-2-cyclopropylphenyl)-2-azaspiro[3.5]nonan-7-one NC1=CC(=C(C=C1)N1CC2(C1)CCC(CC2)=O)C2CC2